FCC(F)(F)F.[Li] lithium tetrafluoroethane